glycerol tris(2-mercaptoacetate) SCC(=O)OCC(OC(CS)=O)COC(CS)=O